11-aminoundecaneamide NCCCCCCCCCCC(=O)N